FCCN 2-fluoroethan-1-amine